[N+](=O)([O-])C1=CC=C(C=N1)N1C[C@H](CCC1)NC(=O)OC(C)(C)C 2-methylpropan-2-yl {[(3S)-1-(6-nitropyridin-3-yl) hexahydropyridin-3-yl]amino}methanoate